[Na+].C(CCC)N1C(N(C=C1)C)C(=O)[O-] 1-butyl-3-methylimidazoleAt sodium